N-(4-(N,N-bis(4-methoxybenzyl)sulfonylamino)-2-(cyclopropylmethyl)-2H-indazol-6-yl)-2-(2-chlorophenyl)acetamide COC1=CC=C(CS(=O)(=O)N(S(=O)(=O)CC2=CC=C(C=C2)OC)C=2C3=CN(N=C3C=C(C2)NC(CC2=C(C=CC=C2)Cl)=O)CC2CC2)C=C1